CC=1C=C(C=CC1O)C12CC3(CC(CC(C1)(C3)C(C)C)(C2)C)C2=CC(=C(C=C2)O)C 1,3-bis(3-methyl-4-hydroxyphenyl)-5-methyl-7-isopropyl-adamantane